tris(trimethylsilyl) Phosphate P(=O)(O[Si](C)(C)C)(O[Si](C)(C)C)O[Si](C)(C)C